4-(5-chloro-3-methyl-3H-imidazo[4,5-b]pyridin-7-yl)morpholine ClC1=CC(=C2C(=N1)N(C=N2)C)N2CCOCC2